(4-(5-aminoisoxazol-3-yl)piperidin-1-yl)(1-indol-2-yl)methanone NC1=CC(=NO1)C1CCN(CC1)C(=O)C=1NC2=CC=CC=C2C1